trimethylsilylstyrene C[Si](C)(C)C=CC1=CC=CC=C1